C1(CC1)S(=O)(=O)NC1=NC=CC(=N1)C(C(=O)OC)(C)C Methyl 2-(2-(cyclopropanesulfonylamino) pyrimidin-4-yl)-2-methylpropionate